ClC=1C=C(C=CC1Cl)C1=NN(C(=N1)N1N=C(C(=C1C(=O)O)C1=CC(=CC=C1)F)C)CC(C)C 1-(3-(3,4-dichlorophenyl)-1-isobutyl-1H-1,2,4-triazol-5-yl)-4-(3-fluorophenyl)-3-methyl-1H-pyrazole-5-carboxylic acid